2-[6-(2-bromo-4-methyl-thiazol-5-yl)oxy-5-chloro-3-pyridinyl]-4-[(2,6-difluorophenyl)methyl]-1,2,4-triazol-3-one BrC=1SC(=C(N1)C)OC1=C(C=C(C=N1)N1N=CN(C1=O)CC1=C(C=CC=C1F)F)Cl